phenylsulfanylbutan C1(=CC=CC=C1)SCCCC